C(C)(C)(C)OC(=O)N1[C@H]2CC(C[C@@H]1CC2)(CO)O (1R,3S,5S)-3-hydroxy-3-(hydroxymethyl)-8-azabicyclo[3.2.1]Octane-8-carboxylic acid tert-butyl ester